3-(3-ethylphenyl)-3,9-diazaspiro[5.5]undecane C(C)C=1C=C(C=CC1)N1CCC2(CC1)CCNCC2